1-ethyl-6-(4-(3-fluoro-4-(trifluoromethyl)benzyl)piperazin-1-yl)-3-hydroxyquinoline-2,4(1H,3H)-dione C(C)N1C(C(C(C2=CC(=CC=C12)N1CCN(CC1)CC1=CC(=C(C=C1)C(F)(F)F)F)=O)O)=O